FC1=C(C(=O)N(C2CCN(CC2)C)C)C(=CC(=C1)C1=NC(=CN=C1)C=1SC=C(C1)NC(CCCC)=O)F 2,6-difluoro-N-methyl-N-(1-methylpiperidin-4-yl)-4-(6-(4-pentanamidothiophen-2-yl)pyrazin-2-yl)benzamide